N1=CN=C(C2=C1NC=C2)N2CCC(CC2)NC(C2=C(C(=C(C(=C2F)F)SC)F)F)=O N-(1-(7H-pyrrolo[2,3-d]pyrimidin-4-yl)piperidin-4-yl)-2,3,5,6-tetrafluoro-4-(methylthio)benzamide